CO[C@H]1CC[C@@]2([C@H]3CC[C@@]4([C@H](CC[C@H]4[C@@H]3CC=C2C1)[C@@H](CCC(=O)OC)C)C)C methyl (R)-4-((3S,8S,9S,10R,13R,14S,17R)-3-methoxy-10,13-dimethyl-2,3,4,7,8,9,10,11,12,13,14,15,16,17-tetradecahydro-1H-cyclopenta[a]phenanthren-17-yl)pentanoate